CN1C[C@@H]2[C@H](C1)CN(C2)CC2=CC(=NC=C2)C=2C=C1CN(C(C1=CC2)=O)C2C(NC(CC2)=O)=O 3-(5-(4-(((3ar,6as)-5-methylhexahydropyrrolo[3,4-c]pyrrol-2(1H)-yl)methyl)pyridin-2-yl)-1-oxoisoindolin-2-yl)piperidine-2,6-dione